N-(1-cyanocyclopropyl)-4-(tetrahydro-2H-pyran-2-yl)-9H-pyrimido[4,5-b]indole-7-sulfonamide C(#N)C1(CC1)NS(=O)(=O)C1=CC=C2C3=C(NC2=C1)N=CN=C3C3OCCCC3